C(C)OC1=CC(=C(C=C1)C1=C(C2=C(CCC1)C=C(C=C2)O)C2=CC=C(C=C2)O[C@@H]2CN(CC2)CCCF)C 6-(4-ethoxy-2-methyl-phenyl)-5-[4-[(3S)-1-(3-fluoropropyl)pyrrolidin-3-yl]oxyphenyl]-8,9-dihydro-7H-benzo[7]annulen-2-ol